4-(1-((6-chloropyridin-3-yl)sulfonyl)-1H-pyrrolo[2,3-c]pyridin-4-yl)benzonitrile ClC1=CC=C(C=N1)S(=O)(=O)N1C=CC=2C1=CN=CC2C2=CC=C(C#N)C=C2